CN([C@@]1(CN(CC[C@H]1O)C(=O)OC(C)(C)C)CCC1=CC(=CC=C1)C(F)(F)F)C trans-tert-butyl 3-(dimethylamino)-4-hydroxy-3-(3-(trifluoromethyl)phenethyl)-piperidine-1-carboxylate